(R)-1-(5-(difluoromethoxy)-3-fluoropyridin-2-yl)-3-(oxetan-3-yl)-4-(4-(trifluoromethyl)benzyl)-piperazine-2,5-dione FC(OC=1C=C(C(=NC1)N1C([C@H](N(C(C1)=O)CC1=CC=C(C=C1)C(F)(F)F)C1COC1)=O)F)F